2-(1-(2,5-Difluorophenyl)but-3-yn-1-yl)-7-fluoroisoindolin-1-one FC1=C(C=C(C=C1)F)C(CC#C)N1C(C2=C(C=CC=C2C1)F)=O